C(C=C)C1(CCN(CC1)C(=O)OC(C)(C)C)C(C=C)O tert-butyl 4-allyl-4-(1-hydroxyallyl)piperidine-1-carboxylate